(3S)-3-phenyl-1,2-oxazolidine-2-carboxylic acid tert-butyl ester C(C)(C)(C)OC(=O)N1OCC[C@H]1C1=CC=CC=C1